2-(3-oxa-8-azabicyclo[3.2.1]octan-8-yl)-5,7-dihydrofuro[3,4-b]pyridine-3-carboxylic acid C12COCC(CC1)N2C2=C(C=C1C(=N2)COC1)C(=O)O